FC(CNC(=O)C=1C=C(C=NC1OC)C1=CC=C2C(=NNC2=C1)C(=O)NC)(COC(C)C)F 6-(5-{[2,2-difluoro-3-(prop-2-yloxy)propyl]carbamoyl}-6-methoxypyridin-3-yl)-N-methyl-1H-indazole-3-carboxamide